[Cl-].[Cl-].FC(C=1C=C(C=CC1)C(=[Zr+2](C1C(C=2C(C=3C(=C4C=5CC(C=CC5CC24)(C)C)C(=CC3)C)=C1C)(C)C)C1C=CC=C1)C1=CC(=CC=C1)C(F)(F)F)(F)F di(m-trifluoromethyl-phenyl)methylene(cyclopentadienyl)(1,1',3,6,8,8'-hexamethyl-2,7-dihydrodicyclopentafluorenyl)zirconium dichloride